CN1C(CCC2=CC(=CC=C12)C=1C=C(C=NC1)CNC(=O)C1=NC(=CC=C1)Cl)=O 6-Chloro-pyridine-2-carboxylic acid [5-(1-methyl-2-oxo-1,2,3,4-tetrahydro-quinolin-6-yl)-pyridin-3-ylmethyl]-amide